CS(=O)(=O)C1=NC=C(C=N1)C=1C=C(C=C(C1)C=1C=NC(=NC1)S(=O)(=O)C)C(NCC(NCC(N[C@H](C(NC(C)C)=O)C(C)C)=O)=O)=O (9S,12S)-1-(3,5-bis(2-(methylsulfonyl)pyrimidin-5-yl)phenyl)-9-isopropyl-12-methyl-1,4,7,10-tetraoxo-2,5,8,11-tetraazatridecane